[3-(11-chloro-1-oxa-8-thia-3-aza-dibenzo[e,h]azulen-2-ylmethoxy)-propyl]-dimethylamine ClC=1C=CC2=C(C=3OC(=NC3C3=C(S2)C=CC=C3)COCCCN(C)C)C1